C(C)(C)(C)OC(=O)N1CCN(CC1)C1=CC(=C(C=C1)NC(=O)C=1OC(=CC1)C#N)N1CCCCC1 4-(4-(5-Cyanofuran-2-carboxamido)-3-(piperidin-1-yl)phenyl)piperazine-1-carboxylic acid tert-butyl ester